manganese-cobalt-copper [Cu].[Co].[Mn]